P(=S)SP=S diphosphorus trisulphide